2-chloro-8-(difluoromethoxy)-1,7-naphthyridine ClC1=NC2=C(N=CC=C2C=C1)OC(F)F